FC1(CCNCC1)C(=O)NC=1N=CC2=CC=C(C=C2C1)C1=CN=NN1C 4-fluoro-N-(6-(1-methyl-1H-1,2,3-triazol-5-yl)isoquinolin-3-yl)piperidine-4-carboxamide